ClC1=NN(C=C1C1=NC=CC(=N1)NC=1N=CC2=C(C=CC(=C2C1)C(C)C)N1[C@@H]([C@H](C1)CS(=O)(=O)C)C)C[C@H]1N(CC1)C N-(2-(3-chloro-1-(((S)-1-methylazetidin-2-yl)methyl)-1H-pyrazol-4-yl)pyrimidin-4-yl)-5-isopropyl-8-((2R,3S)-2-methyl-3-((methylsulfonyl)methyl)azetidin-1-yl)isoquinolin-3-amine